(6S)-6-methyl-5-[4-(6-methylpyridin-3-yl)-3-(trifluoromethyl)phenyl]-3,6-dihydro-2H-1,3,4-oxadiazin-2-one C[C@H]1C(=NNC(O1)=O)C1=CC(=C(C=C1)C=1C=NC(=CC1)C)C(F)(F)F